gamma-glycidoxypropylethyldimethoxysilane C(C1CO1)OCCC[Si](OC)(OC)CC